(S)-2-((4-(3-(Aminomethyl)-3-methylpyrrolidin-1-yl)pyrimidin-5-yl)oxy)-N-ethyl-5-Fluoro-N-isopropylbenzamide NC[C@]1(CN(CC1)C1=NC=NC=C1OC1=C(C(=O)N(C(C)C)CC)C=C(C=C1)F)C